NC1=NC=CC=C1C1=NC=2C(=NC(=CC2)C2=CC=CC=C2)N1C=1C=CC(=NC1)NC(=O)C1=C(C=C(C(=O)OC)C=C1)C methyl 4-[[5-[2-(2-amino-3-pyridyl)-5-phenyl-imidazo[4,5-b]pyridin-3-yl]-2-pyridyl]carbamoyl]-3-methyl-benzoate